(E)-2-propenal C(C=C)=O